N-(2-(2,6-dioxopiperidin-3-yl)-1,3-dioxoisoindolin-5-yl)-3-methylbenzenesulfonamide O=C1NC(CCC1N1C(C2=CC=C(C=C2C1=O)NS(=O)(=O)C1=CC(=CC=C1)C)=O)=O